(1R,5S)-3-(5-(1-(4-Amino-pyrazol-1-yl)cyclobutyl)-4-methylpyrimidin-2-yl)-3-azabicyclo[3.1.0]hexan-2-one NC=1C=NN(C1)C1(CCC1)C=1C(=NC(=NC1)N1C([C@@H]2C[C@@H]2C1)=O)C